Benzyl (4-(((5-(5-(difluoromethyl)-1,3,4-oxadiazol-2-yl)pyridin-2-yl)methyl)(phenyl)carbamoyl)-1-oxidothiomorpholin-1-ylidene)carbamate FC(C1=NN=C(O1)C=1C=CC(=NC1)CN(C(=O)N1CCS(CC1)(=O)=NC(OCC1=CC=CC=C1)=O)C1=CC=CC=C1)F